CC1=C(C#N)C=C(C=C1)C 2,5-dimethyl-benzonitrile